C(C1=CC=CC=C1)OC=1C=C(N=C2C=CC[N+](C12)=O)Cl 8-Benzyloxy-6-chloro-1-oxo-1,5-naphthyridine-1-ium